tert-butyl 4-(2-(2,6-dioxopiperidin-3-yl)-1,3-dioxoisoindolin-5-yl)-3,3-difluoropiperidine-1-carboxylate O=C1NC(CCC1N1C(C2=CC=C(C=C2C1=O)C1C(CN(CC1)C(=O)OC(C)(C)C)(F)F)=O)=O